Dimethyl 2-(6-bromo-3-carbonyl-1H-imidazo[1,5-a]indol-2(3H)-yl)glutarate BrC=1C=CC=2C=C3N(C2C1)C(N(C3)C(C(=O)OC)CCC(=O)OC)=C=O